CC1=C2C=C(C=NC2=CC=C1)C(CN1N=C(C(=C1C(=O)OCC)C(F)(F)F)C(=O)OCC)=O Diethyl 1-[2-(5-methylquinolin-3-yl)-2-oxoethyl]-4-(trifluoromethyl)-1H-pyrazole-3,5-dicarboxylate